tantalum-cadmium [Cd].[Ta]